NCC=1NC=2N(C(C1C1=CC=C(C=C1)OC)=O)N=C(C2C2=CC=CC=C2)C2=CC=CC=C2 5-(aminomethyl)-6-(4-methoxyphenyl)-2,3-diphenylpyrazolo[1,5-a]pyrimidin-7(4H)-one